FC1=C(N)C(=C(C=C1F)F)F 2,3,5,6-tetrafluoroanilin